C(C)(C)(C)OC(=O)N1CCOC2(CNC2)C1 5-oxa-2,8-diazaspiro[3.5]Nonane-8-carboxylic acid tert-butyl ester